CCCCCCCCCCCCCCCCCC(=O)OC(CCCCCC)CCCCCCCCCCC(=O)O The molecule is a fatty acid ester obtained by formal condensation of the carboxy group of octadecanoic acid with the hydroxy group of 12-hydroxyoctadecanoic acid. It is a fatty acid ester, a monocarboxylic acid and a 12-hydroxyoctadecanoic acid. It derives from an octadecanoic acid. It is a conjugate acid of a 12-(octadecanoyloxy)octadecanoate.